C(C)(C)(C)C1=NOC(=N1)C12CCC(CC1)(CC2)CN(C(=O)C2CCC(CC2)(F)F)C2=CC(=CC=C2)C=2C=NNC(C2)=O N-((4-(3-(tert-Butyl)-1,2,4-oxadiazol-5-yl)bicyclo[2.2.2]octan-1-yl)methyl)-4,4-difluoro-N-(3-(6-oxo-1,6-dihydropyridazin-4-yl)phenyl)cyclohexane-1-carboxamide